ClC1=C(C(=NN1C)C(F)F)C(=O)N 5-chloro-3-(difluoromethyl)-1-methyl-1H-pyrazole-4-carboxamide